BrC=1C(=NC(=NC1)C)NC=1C=2N(C=CC1Cl)C=NC2 N-(5-bromo-2-methyl-pyrimidin-4-yl)-7-chloro-imidazo[1,5-a]pyridin-8-amine